NCC(CC[Si](OCC)(OCC)OCC)(C)C 4-amino-3,3-dimethylbutyl-triethoxysilane